4-(2-(1-(1-acryloylpiperidin-4-yl)-1H-pyrazol-4-yl)-4-amino-7-cyano-1-methyl-1H-pyrrolo[3,2-c]pyridin-3-yl)-2-methoxy-N-(2,2,2-trifluoroethyl)benzamide C(C=C)(=O)N1CCC(CC1)N1N=CC(=C1)C1=C(C=2C(=NC=C(C2N1C)C#N)N)C1=CC(=C(C(=O)NCC(F)(F)F)C=C1)OC